amino selenoether N[Se]N